NCC1=CC(=C(C=C1)NC(=O)C1=CC2=C(NCCC3=C2SC=C3)C=C1C=1C(=NC(=CC1)C(NCCC)=O)C(=O)O)C 3-(9-((4-(aminomethyl)-2-methylphenyl)carbamoyl)-5,6-dihydro-4H-benzo[b]thieno[2,3-d]azepin-8-yl)-6-(propylcarbamoyl)picolinic acid